1-methyl-4-((2-(m-chlorophenyl)allyl)sulfonyl)benzene ethyl-8-bromo-5-chloro-imidazo[1,2-c]pyrimidine-2-carboxylate C(C)OC(=O)C=1N=C2N(C(=NC=C2Br)Cl)C1.CC1=CC=C(C=C1)S(=O)(=O)CC(=C)C1=CC(=CC=C1)Cl